2-chloro-3-(5-hydroxytetralin-6-yl)-6-oxo-5-phenyl-7H-thieno[2,3-b]pyridinolate ClC1(C(C2=C(NC(C(=C2)C2=CC=CC=C2)=O)S1)C=1C(=C2CCCCC2=CC1)O)[O-]